2-(1-(2-oxaspiro[3.3]heptan-6-yl)-1H-pyrazol-4-yl)-1H-pyrrole C1OCC12CC(C2)N2N=CC(=C2)C=2NC=CC2